benzyl (7-((2R,3R,4S,5R)-2-cyano-5-(((ethoxycarbonyl)oxy)methyl)-3,4-dihydroxytetrahydrofuran-2-yl)pyrrolo[2,1-f][1,2,4]triazin-4-yl)carbamate C(#N)[C@]1(O[C@@H]([C@H]([C@H]1O)O)COC(=O)OCC)C1=CC=C2C(=NC=NN21)NC(OCC2=CC=CC=C2)=O